6-(2,6-Dimethylphenyl)-2-((2-methyl-1,2,3,4-tetrahydroisoquinolin-7-yl)amino)-8,9-dihydroimidazo[1,2-a]pyrimido[5,4-e]pyrimidin-5(6H)-one CC1=C(C(=CC=C1)C)N1C=2N(C3=C(C1=O)C=NC(=N3)NC3=CC=C1CCN(CC1=C3)C)CCN2